COC(=O)C1CCC2(CC1)OC1(CC(CCC1)O)OO2 10-Hydroxy-7,14,15-trioxadispiro[5.1.58.26]pentadecane-3-carboxylic acid methyl ester